COC1=CC=C(C=C1)C(OC[C@@H](C(=O)O)NC(=O)OCC1C2=CC=CC=C2C=2C=CC=CC12)(C1=CC=CC=C1)C1=CC=C(C=C1)OC (2S)-3-[bis(4-methoxyphenyl)-phenylmethoxy]-2-(9H-fluoren-9-ylmethoxycarbonyl-amino)propionic acid